3-chloro-10,10-difluoro-7,7a,8,9,10,11-hexahydro-6H-dipyrido[3,2-b:1',2'-d][1,4]oxazepin ClC1=CC=2OCCC3N(C2N=C1)CC(CC3)(F)F